CC1=C(C(=CC=C1)C)C1=NC(=NC(=C1)OC[C@@H](CC(C)(C)C)NCC1=NC2=CC=CC=C2C=C1)NS(=O)(=O)C=1C=C(C(=O)O)C=CC1 3-[[4-(2,6-dimethylphenyl)-6-[(2R)-4,4-dimethyl-2-(2-quinolylmethylamino)pentoxy]pyrimidin-2-yl]sulfamoyl]benzoic acid